Cl.Cl.COC1=C(CN2CCNCC2)C=CC(=C1OC)OC 1-(2,3,4-trimethoxybenzyl)piperazine dihydrochloride